C1=CC=CC=2C3=CC=CC=C3C(C12)COC(=O)NC(CCC(=O)O)C(=O)NCCCCCCCCCCCCCCCC 4-(9H-fluoren-9-ylmethoxycarbonylamino)-5-(hexadecylamino)-5-oxo-pentanoic acid